NCCC[SiH2]C(OC)OC 3-Aminopropyl-dimethoxymethylsilan